ClC1=CC(=C(N=N1)NC[C@H]1OCC1)S(=O)(=O)C1=CC=CC=C1 (S)-6-chloro-N-(oxetan-2-ylmethyl)-4-(benzenesulfonyl)pyridazin-3-amine